2-[2-hydroxy-(1,1'-binaphthyl)-2'-oxy]-ethan-1-ol OC1=C(C2=CC=CC=C2C=C1)C=1C(=CC=C2C=CC=CC12)OCCO